1-(carboxymethyl)piperidine Methyl-5-hydroxy-1-(naphthalen-2-ylmethyl)-2-oxo-2,3-dihydro-1H-benzo[b]azepine-4-carboxylate COC(=O)C1=C(C2=C(N(C(C1)=O)CC1=CC3=CC=CC=C3C=C1)C=CC=C2)O.C(=O)(O)CN2CCCCC2